BrC=1N=C(N(N1)CCOC1OCCCC1)NC=1C(=C2C=NN(C2=CC1)C1OCCCC1)Cl N-[5-bromo-2-(2-tetrahydropyran-2-yloxyethyl)-1,2,4-triazol-3-yl]-4-chloro-1-tetrahydropyran-2-yl-indazol-5-amine